2-[1-(difluoromethyl)pyrazol-3-yl]-N-methyl-propan-2-amine FC(N1N=C(C=C1)C(C)(C)NC)F